ClC1=CC=C(C=C1)C=1N(C2SC3=C(N2C1)C=CC=C3)CCCN3CCCCC3 2-(4-chlorophenyl)-N-(3-(piperidin-1-yl)propyl)benzo[d]imidazo[2,1-b]thiazole